ClC1=CC(=C(C=C1)NF)N(F)F 4-chlorotrifluoro-o-phenylenediamine